N1C(CCCC1)COC1=NC=CC2=CC(=C(C=C12)OC(C)C)C(=O)N 1-(piperidin-2-ylmethoxy)-7-(prop-2-yloxy)isoquinoline-6-carboxamide